C1(=C2N(C=N1)CCC2)C(C(=O)NC=2SC=CN2)N2C(C1=CC(=CC(=C1C2)F)C2=CC=C(C=C2)N2CCN(CC2)CC2=CC(=CC=C2)NC2C(NC(CC2)=O)=O)=O 2-(6,7-dihydro-5H-pyrrolo[1,2-c]imidazol-1-yl)-2-(6-(4-(4-(3-((2,6-dioxopiperidin-3-yl)amino)benzyl)piperazin-1-yl)phenyl)-4-fluoro-1-oxoisoindolin-2-yl)-N-(thiazol-2-yl)acetamide